1,4-cyclohexadiene carbonate C(O)(O)=O.C1=CCC=CC1